(1s,3s)-3-((5-(1-(2-fluoroethyl)-1H-benzo[d][1,2,3]triazol-6-yl)-4-methoxypyrrolo[2,1-f][1,2,4]triazin-2-yl)amino)-1-methylcyclobutan-1-ol FCCN1N=NC2=C1C=C(C=C2)C=2C=CN1N=C(N=C(C12)OC)NC1CC(C1)(O)C